CC(C(=O)ON1N=NC(=C1)C1(CNC1)C)CCC (4-(3-methylazetidin-3-yl)-1H-1,2,3-triazol-1-yl) methylpentanoate